CCO[Si](CCCNCCC[Si](OCC)(OCC)OCC)(OCC)OCC 3-(Triethoxysilyl)-N-[3-(triethoxysilyl)propyl]-1-propanamin